C(C)(C)(C)C=1NC2=CC=C(C=C2C1C=O)C1=CC=CC=C1 2-TERT-BUTYL-5-PHENYL-1H-INDOLE-3-CARBALDEHYDE